(2R,4S)-4-(4-benzylbenzyl)-1-(tert-butoxycarbonyl)pyrrolidine-2-carboxylic acid C(C1=CC=CC=C1)C1=CC=C(C[C@H]2C[C@@H](N(C2)C(=O)OC(C)(C)C)C(=O)O)C=C1